(S)-6-((isoquinolin-5-yl(1-(1-methylcyclopropyl)-1H-1,2,3-triazol-4-yl)methyl)amino)-4-(neopentylamino)quinoline-3,8-dicarbonitrile C1=NC=CC2=C(C=CC=C12)[C@@H](C=1N=NN(C1)C1(CC1)C)NC=1C=C2C(=C(C=NC2=C(C1)C#N)C#N)NCC(C)(C)C